5-(3-aminophenyl)-2-phenyl-2H-tetrazole NC=1C=C(C=CC1)C=1N=NN(N1)C1=CC=CC=C1